Formic Acid C(=O)O